C(C1=CC=CC=C1)OCCCCl 1-benzyloxy-3-chloropropane